Racemic-4-[2-(N-[3,3-difluorocyclohexyl]anilino)-2-oxo-ethyl]-1-(6-methylindoline-1-carbonyl)piperidine-4-carboxylic acid FC1(C[C@@H](CCC1)N(C1=CC=CC=C1)C(CC1(CCN(CC1)C(=O)N1CCC2=CC=C(C=C12)C)C(=O)O)=O)F |r|